C1(CCCCC1)N1CN(C=C1)C1CCCCC1 1,3-dicyclohexylimidazole